N1=CN=C2NC=NC2=C1N[C@@H](CC)C=1OC2=CC=CC=C2C(C1C1=CC(=CC=C1)F)=O (S)-2-(1-(9H-purin-6-ylamino)propyl)-3-(3-Fluorophenyl)-4H-chromen-4-one